C1(CC1)C([C@@H](C(NC=1C=NN(C1)[C@@H](C)C1=NN=CN1CC(F)(F)F)=O)NC(=O)C=1N(N=CC1)C(C)C)C1CC1 N-[(1S)-1-(dicyclopropyl-methyl)-2-oxo-2-[[1-[(1S)-1-[4-(2,2,2-trifluoroethyl)-1,2,4-triazol-3-yl]ethyl]pyrazol-4-yl]amino]ethyl]-2-isopropyl-pyrazole-3-carboxamide